7-bromo-2-(chloromethyl)-5-fluoroquinazolin-4(3H)-one BrC1=CC(=C2C(NC(=NC2=C1)CCl)=O)F